N-(2-((Dimethylamino)methyl)quinolin-8-yl)-3-(trifluoromethyl)benzenesulfonamide CN(C)CC1=NC2=C(C=CC=C2C=C1)NS(=O)(=O)C1=CC(=CC=C1)C(F)(F)F